pyrimidin-2-yl(morpholin-2-yl)methanol hydrochloride Cl.N1=C(N=CC=C1)C(O)C1CNCCO1